C(C)(C)(C)N[Si](C)(C)C1C(=C(C2=CC=3C(C4=CC=CC=C4C3C=C21)(CCCCCCCCCCCCCC)CCCCCCCCCCCCCC)C)C N-t-butyl-1-(1,2-dimethyl-9,9-bistetradecyl-3,9-dihydro-cyclopenta[b]fluoren-3-yl)-1,1-dimethylsilanamine